1-(6-(3-fluoro-5-(trifluoromethyl)benzyl)pyridin-2-yl)-4-(hydroxymethyl)-1H-pyrazole-3-carboxylic acid FC=1C=C(CC2=CC=CC(=N2)N2N=C(C(=C2)CO)C(=O)O)C=C(C1)C(F)(F)F